2,3,4,5-tetrafluoro-6-methylbenzenesulfonyl chloride FC1=C(C(=C(C(=C1F)F)F)C)S(=O)(=O)Cl